CCCCCCCCCCCCCCCC(=O)O n-hexadecanoate